1,3-bis(3-methylthiopropyl)imidazolium acetate C(C)(=O)[O-].CSCCCN1C=[N+](C=C1)CCCSC